(1R,3R)-1-(2,6-difluoro-4-iodo-phenyl)-3-methyl-2-methylsulfonyl-1,3,4,9-tetrahydropyrido[3,4-b]indole FC1=C(C(=CC(=C1)I)F)[C@H]1N([C@@H](CC2=C1NC1=CC=CC=C21)C)S(=O)(=O)C